FC=1C(=NC=CN1)CN1C(C(=C(C=2C1=NC=CN2)C)C2CCN(CC2)C(=O)OC(C)(C)C)=O tert-butyl 4-(5-((3-fluoropyrazin-2-yl)methyl)-8-methyl-6-oxo-5,6-dihydropyrido[2,3-b]pyrazin-7-yl)piperidine-1-carboxylate